2-butyl-7-isopropoxy-1-(piperidin-4-ylmethyl)-1H-imidazo[4,5-d]pyridazin-4-amine C(CCC)C1=NC=2C(=C(N=NC2N)OC(C)C)N1CC1CCNCC1